O1N=C(C2=C1C=CC=C2)C2=C(C=CC(=C2OC)S(=O)(=O)N)C2=CC=CC=C2 (benzo[d]isoxazol-3-yl)-3-methoxy-[1,1'-biphenyl]-4-sulfonamide